ClC1=C(C=2N=C(N=C(C2C(=N1)OC[C@H]1NCCOC1)O)SC)F (S)-7-chloro-8-fluoro-2-(methylthio)-5-(morpholin-3-ylmethoxy)pyrido[4,3-d]pyrimidin-4-ol